7-ethyl-benzo[c]acridine C(C)C1=C2C=CC=CC2=NC=2C3=C(C=CC12)C=CC=C3